O1CCCC=2C1=NC(=CC2)NC(=O)C2=C(C(=O)O)C=C(C=C2)C(F)(F)F 2-({2H,3H,4H-pyrano[2,3-b]pyridin-7-yl}carbamoyl)-5-(trifluoromethyl)benzoic acid